6-(3'-(5-cyclopropyl-3-(2,6-dichlorophenyl)isoxazol-4-yl)-8-azaspiro[bicyclo[3.2.1]octane-3,1'-cyclobutan]-8-yl)nicotinic acid C1(CC1)C1=C(C(=NO1)C1=C(C=CC=C1Cl)Cl)C1CC2(C1)CC1CCC(C2)N1C1=NC=C(C(=O)O)C=C1